C(#N)C1=CC=C(CN(C2=C(C(=NC=N2)NCC2C(CN(CC2)CC(=O)N)O)F)CC)C=C1 2-(4-(((6-((4-cyanobenzyl)(ethyl)amino)-5-fluoropyrimidin-4-yl)amino)methyl)-3-hydroxypiperidin-1-yl)acetamide